ClC=1C=NN(C1CC1N(C(C2=CC=CC=C12)=O)CC=CC=1N=NNC1F)C 3-((4-chloro-1-methyl-1H-pyrazol-5-yl)methyl)-2-(3-(5-fluoro-1H-1,2,3-triazol-4-yl)allyl)isoindolin-1-one